3-(4-(ethylsulfonamido)phenyl)-5-((1-methyl-1H-pyrazol-3-yl)amino)-1H-pyrazole-4-carboxamide C(C)S(=O)(=O)NC1=CC=C(C=C1)C1=NNC(=C1C(=O)N)NC1=NN(C=C1)C